2-[[6-chloro-3-(1,2,3,6-tetrahydropyridin-4-yl)-4-quinolyl]amino]benzoic acid ClC=1C=C2C(=C(C=NC2=CC1)C=1CCNCC1)NC1=C(C(=O)O)C=CC=C1